FC1(CCN(CC1)C1=CC=CC(=N1)NC(C1=C(C=C(C=C1)NS(=O)(=O)CCO)N1CCC2(CC2)CC1)=O)F N-(6-(4,4-Difluoropiperidin-1-yl)pyridin-2-yl)-4-((2-hydroxyethyl)sulfonamido)-2-(6-azaspiro[2.5]octan-6-yl)benzamide